[2,2'-bipyridyl]-5,5'-dimethanol N1=C(C=CC(=C1)CO)C1=NC=C(C=C1)CO